CC=1C=CC2=C(C3=CC=CC=C3C(=C2C1)OC(=O)C1C(CCCC1)C(=O)O)OC(=O)C1C(CCCC1)C(=O)O 3-methyl-9,10-bis(2-carboxycyclohexyl)carbonyloxyanthracene